o-tolyl(2-(5-(trifluoromethyl)-1,2,4-oxadiazol-3-yl)-6,7-dihydrothieno[3,2-c]pyridin-5(4H)-yl)methanone C1(=C(C=CC=C1)C(=O)N1CC2=C(CC1)SC(=C2)C2=NOC(=N2)C(F)(F)F)C